6-propionyladenosine C(CC)(=O)C1(C2=NCN([C@H]3[C@H](O)[C@H](O)[C@@H](CO)O3)C2=NC=N1)N